OCCN1N=CC(=C1)C1CC1C 2-[1-(2-hydroxyethyl)-1H-pyrazol-4-yl]-3-methylcyclopropane